IC=1C=C2C(=NC1)N(N=C2C(=O)OCC)C2OCCCC2 Ethyl 5-iodo-1-(tetrahydro-2H-pyran-2-yl)-1H-pyrazolo[3,4-b]pyridine-3-carboxylate